CN1C=[N+](C(=C1C)C)CCCC 1,4,5-trimethyl-3-butylimidazolium